C(=O)O.ClC1=C(C=CC(=C1)NC=1C=2N(C=CN1)C(=CN2)C=2C(=NN(C2)CC2=NN(C(=C2)C)C)C(F)(F)F)C(=O)N2CCNCC2 [2-chloro-4-[[3-[1-[(1,5-dimethylpyrazol-3-yl)methyl]-3-(trifluoromethyl)pyrazol-4-yl]imidazo[1,2-a]pyrazin-8-yl]amino]phenyl]-piperazin-1-ylmethanone formate